ClC1=CC2=C(NN=N2)C(=C1)C(=O)OC Methyl 5-chloro-1H-benzo[d][1,2,3]triazole-7-carboxylate